ClC1=NC=CC2=C1N=C(S2)C=2N=CSC2 4-chloro-2-thiazol-4-yl-thiazolo[4,5-c]Pyridine